NC1=C(C=C(C=N1)C=1C=C2N(N1)CC[C@]21CN(CC1)C(=O)NCC)O[C@H](C)C1=C(C=CC=C1F)F (3R)-2'-{6-amino-5-[(1R)-1-(2,6-difluorophenyl)ethoxy]pyridin-3-yl}-N-ethyl-5',6'-dihydrospiro[pyrrolidine-3,4'-pyrrolo[1,2-b]pyrazole]-1-carboxamide